(R)-1-(1-((6-chloro-2-iodo-5-(3-methoxypropoxy)pyridin-3-yl)oxy)-3,3-dimethylbutan-2-yl)4-oxo-1,4-dihydropyridine-3-carboxylic acid tert-butyl ester C(C)(C)(C)OC(=O)C1=CN(C=CC1=O)[C@@H](COC=1C(=NC(=C(C1)OCCCOC)Cl)I)C(C)(C)C